N1C(CCCC1)C(=O)N piperidin-2-carboxamid